NC(C(CCC(=O)O)N1C(C2=CC=CC(=C2C1)OCC(=O)OCC1=CC=CC=C1)=O)=O 5-Amino-4-(4-(2-(benzyloxy)-2-oxoethoxy)-1-oxoisoindolin-2-yl)-5-oxopentanoic acid